NC1CC2(CC(C2)N2N=CC(=C2)C(=O)NC2=CC(=CC(=C2)NS(=O)(=O)C)Cl)C1 1-(6-Aminospiro[3.3]hept-2-yl)-N-(3-chloro-5-(methylsulfonylamino)phenyl)-1H-pyrazole-4-carboxamide